2-[2-hydroxy-5-(acryloyloxyethyl)phenyl]-2H-benzotriazole OC1=C(C=C(C=C1)CCOC(C=C)=O)N1N=C2C(=N1)C=CC=C2